COC=1C(=C(C=C(C1C(=O)N1CC2=CC=CC(=C2C1)NC)C1=C(C=CC(=C1)C)S(=O)(=O)[O-])C1=C(C=CC(=C1)C)S(=O)(=O)[O-])C 5-methoxy-4-methyl-6-(4-(methylamino) isoindoline-2-carbonyl)-1,3-phenylenebis(4-methylbenzenesulfonate)